monohydroxymono(α-methyl-Benzyl)biphenyl OC=1C(=C(C=CC1)C1=CC=CC=C1)C(C1=CC=CC=C1)C